tert-butyl (R)-1-(1-(2,4-difluorophenyl)-1,2,3,4-tetrahydroisoquinoline-2-carbonyl)pyrrolidin-3-ylcarbamate FC1=C(C=CC(=C1)F)C1N(CCC2=CC=CC=C12)C(=O)N1C[C@@H](CC1)NC(OC(C)(C)C)=O